C(C)(C)(C)OC(C1=CC=C(C=C1)NC([C@H](CC1=CC=C(C=C1)C=1OC=CC1)N)=O)=O (S)-4-(2-amino-3-(4-(furan-2-yl)phenyl)propanamido)benzoic acid tert-butyl ester